deoxy-3'-(2-pyridyldithio)-adenosine N1=C(C=CC=C1)SS[C@@]1(C[C@@H](O[C@@H]1CO)N1C=NC=2C(N)=NC=NC12)O